N1C=C(C2=CC=CC=C12)C[C@@H](C)NCC(C(F)(F)F)(F)F (R)-N-(1-(1H-indol-3-yl)propan-2-yl)-2,2,3,3,3-pentafluoropropan-1-amine